N1(N=CC=C1)C1CCN(CC1)CC1=CC=C(CNC2=C3C(N(C(=NC3=CC=C2)C)C2C(NC(CC2)=O)=O)=O)C=C1 3-(5-((4-((4-(1H-pyrazol-1-yl)piperidin-1-yl)methyl)benzyl)amino)-2-methyl-4-oxoquinazolin-3(4H)-yl)piperidine-2,6-dione